C(C)(=O)C1=CN(C2=CC=C(C=C12)C1=CN=NC=C1)CC(=O)N1[C@@H](C[C@H](C1)F)C(=O)NCC1=NC=CC=C1 (2S,4R)-1-(2-(3-acetyl-5-(pyridazin-4-yl)-1H-indol-1-yl)acetyl)-4-fluoro-N-(pyridin-2-ylmethyl)pyrrolidine-2-carboxamide